O[C@@H](C(=O)N1[C@@H](CC2(CC2)CC1)C(=O)N[C@@H](C[C@H]1C(NCC1)=O)C(COC(F)(F)F)=O)CC(C)C (S)-6-((R)-2-hydroxy-4-methylpentanoyl)-N-((S)-3-oxo-1-((S)-2-oxopyrrolidin-3-yl)-4-(trifluoromethoxy)butan-2-yl)-6-azaspiro[2.5]octane-5-carboxamide